OCCN(CCCCCCCCCC(=O)OCCCCC)CCCC(=O)OC(CCCCCCCCC)CCCCCCCCC Pentyl 10-((2-hydroxyethyl)(4-(nonadecan-10-yloxy)-4-oxobutyl)amino)decanoate